BrCCCC(=O)OCCCCCCCCCCCCCCCCCCCC eicosanyl 4-bromobutyrate